3-(3-bromobenzyl)-6-(4-chlorobenzyl)-2,3,4,6-tetrahydropyrido[3,4-c][1,8]naphthyridine BrC=1C=C(CN2CC3=CN(C=4N=CC=CC4C3=CC2)CC2=CC=C(C=C2)Cl)C=CC1